C1(CC1)C1=C(C(=NO1)C1=C(C=CC=C1Cl)Cl)CO[C@H]1C[C@H](NCC1)C 5-cyclopropyl-3-(2,6-dichlorophenyl)-4-((((2R,4R)-2-methylpiperidin-4-yl)oxy)methyl)-isoxazole